FC1([C@H](C2=C(N(N=C2C(F)(F)F)[C@@H]2[C@@H](CCCC2)OC)C1)O)F (4S)-5,5-difluoro-1-[(1S,2R)-2-methoxycyclohexyl]-3-(trifluoromethyl)-4,6-dihydro-cyclopenta[c]pyrazol-4-ol